dimethylhydroxyethylbenzyl-ammonium C[N+](CC1=CC=CC=C1)(CCO)C